C(C)N1C2=NC(=NC(=C2N=C1C1=CC=NC=C1)N1CCOCC1)N(/N=C/C1=CC(=CC=C1)C)C (E)-4-(9-ethyl-2-(1-methyl-2-(3-methylbenzylidene)hydrazineyl)-8-(pyridin-4-yl)-9H-purin-6-yl)morpholine